C1(CCC12CCNCC2)C(=O)N 7-azaspiro[3.5]nonane-1-carboxamide